2-(3-(2-acetamidoethyl)-5-acetoxyindolin-1-yl)-6-(acetoxymethyl)tetrahydro-2H-pyran-3,4,5-triyl triacetate C(C)(=O)OC1C(OC(C(C1OC(C)=O)OC(C)=O)COC(C)=O)N1CC(C2=CC(=CC=C12)OC(C)=O)CCNC(C)=O